NC=1C2=C(N=CN1)C(=NN2COCC[Si](C)(C)C)NCC(CN2CC1=CC=CC=C1CC2)O 1-((7-amino-1-((2-(trimethylsilyl)ethoxy)methyl)-1H-pyrazolo[4,3-d]pyrimidin-3-yl)amino)-3-(3,4-dihydroisoquinolin-2(1H)-yl)propan-2-ol